6-bromo-3-methoxy-3-(trifluoromethyl)isobenzofuran-1(3H)-one BrC1=CC=C2C(OC(C2=C1)=O)(C(F)(F)F)OC